COC=1C=C2C(=C(C=NC2=CC1OC)S(=O)(=O)C1=CC=C(C=C1)OC)N1CC(N(CC1)C1=CC=C(C=C1)OC)=O 4-(6,7-dimethoxy-3-((4-methoxyphenyl)sulfonyl)quinolin-4-yl)-1-(4-methoxyphenyl)piperazin-2-one